ClC=1C(=NC(=NC1)N[C@H]1[C@H](C=2N(CC1)N=CC2)O)C=2C=C(C1=C(N(C(=N1)C)C(C)C)C2)F |o1:8,9| rel-(4R,5R)-5-((5-chloro-4-(4-fluoro-1-isopropyl-2-methyl-1H-benzo[d]imidazol-6-yl)pyrimidin-2-yl)amino)-4,5,6,7-tetrahydropyrazolo[1,5-a]pyridin-4-ol